6-O-methylinosine COC=1C=2N=CN([C@H]3[C@H](O)[C@H](O)[C@@H](CO)O3)C2N=CN1